CC1=C(C(=O)O)C=C(C=C1)C 2,5-Dimethylbenzoic acid